1-((5-bromo-2-nitrophenyl)amino)cyclopropanecarboxaldehyde BrC=1C=CC(=C(C1)NC1(CC1)C=O)[N+](=O)[O-]